3-(2-(4-isopropylpiperazin-1-yl)-2-oxoethyl)-1-methyl-1H-pyrido[2,3-b][1,4]thiazin-2(3H)-one C(C)(C)N1CCN(CC1)C(CC1C(N(C2=C(S1)N=CC=C2)C)=O)=O